FC1=CC=C(CN2C(N(C=C(C2=O)C(=O)Cl)C(C)C)=O)C=C1 3-(4-fluorobenzyl)-1-isopropyl-2,4-dioxo-1,2,3,4-tetrahydropyrimidine-5-carbonyl chloride